BrC=1C=C(C(=O)O)C=C(C1OC)C#N 3-bromo-4-methoxy-5-cyanobenzoic acid